(4R)-(((2R,3s,4R,5R)-5-(6-amino-9H-purin-9-yl)-3,4-dihydroxytetrahydrofuran-2-yl)methoxy)-4-(3-chlorophenyl)-1,3,2-dioxaphosphorinane 2-sulfide NC1=C2N=CN(C2=NC=N1)[C@H]1[C@@H]([C@@H]([C@H](O1)COP1(OCC[C@@H](O1)C1=CC(=CC=C1)Cl)=S)O)O